4-(5-cyclopropyl-1H-pyrazol-3-yl)-N2-phenylquinazoline-2,4-diamine C1(CC1)C1=CC(=NN1)C1(NC(=NC2=CC=CC=C12)NC1=CC=CC=C1)N